2-(5-(5-chloro-2-((oxan-4-yl)amino)pyrimidin-4-yl)-1-(2-(1,3-dioxoisoindolin-2-yl)ethyl)-3-oxoisoindolin-2-yl)-N-((R)-1-(3-methoxyphenyl)ethyl)-acetamide ClC=1C(=NC(=NC1)NC1CCOCC1)C=1C=C2C(N(C(C2=CC1)CCN1C(C2=CC=CC=C2C1=O)=O)CC(=O)N[C@H](C)C1=CC(=CC=C1)OC)=O